(diethylamino) ether C(C)N(CC)ON(CC)CC